ClC1=CC=C(C=C1)CC(C(NC1=CC=C(C=C1)C1=C2C(=NC=C1)N(C=C2)S(=O)(=O)C2=CC=CC=C2)=O)NC(OC(C)(C)C)=O tert-Butyl (3-(4-chlorophenyl)-1-oxo-1-((4-(1-(phenylsulfonyl)-1H-pyrrolo[2,3-b]pyridin-4-yl)phenyl)amino)propan-2-yl)carbamate